3-oxo-4-(2-oxo-3H-1,3-benzoxazol-6-yl)piperazine-1-carboxylic acid tert-butyl ester C(C)(C)(C)OC(=O)N1CC(N(CC1)C1=CC2=C(NC(O2)=O)C=C1)=O